neodymium (2-ethylhexyl) (p-nonylphenyl) phosphate P(=O)(OCC(CCCC)CC)(OC1=CC=C(C=C1)CCCCCCCCC)[O-].[Nd+3].C(C)C(COP(=O)(OC1=CC=C(C=C1)CCCCCCCCC)[O-])CCCC.C(C)C(COP(=O)(OC1=CC=C(C=C1)CCCCCCCCC)[O-])CCCC